C(CCCCCCCCCCC)C(O[Si](C(C)(C)C)(C1=CC=CC=C1)C1=CC=CC=C1)CCCO[Si](C(C)(C)C)(C)C 5-dodecyl-2,2,10,10,11,11-hexamethyl-3,3-diphenyl-4,9-dioxa-3,10-disiladodecane